(4-((6,7-bis(2-methoxyethoxy)quinolin-4-yl)oxy)-3,5-difluorophenyl)-4-methoxypyridine-3-carboxamide COCCOC=1C=C2C(=CC=NC2=CC1OCCOC)OC1=C(C=C(C=C1F)C1=NC=CC(=C1C(=O)N)OC)F